2-(2,6-diethylphenyl)-4,5,6,7-tetrahydro-2H-pyrazolo[4,3-c]Pyridine hydrochloride Cl.C(C)C1=C(C(=CC=C1)CC)N1N=C2C(CNCC2)=C1